COC1=CC=C(C=C1)C1=NN=CO1 5-(4-(methoxy)phenyl)-1,3,4-oxadiazole